(4-bromo-3-(hydroxymethyl)phenyl)(morpholino)methanone BrC1=C(C=C(C=C1)C(=O)N1CCOCC1)CO